ClC1=C(C=C2C=C(N=CC2=C1)NC(=O)[C@@H]1[C@H](C1)C=1OC=CC1)N1CCN(CC1)[C@]1(COC[C@H]1O)C (1S,2S)-N-[7-chloro-6-[4-((3S,4S)-4-hydroxy-3-methyl-tetrahydrofuran-3-yl)piperazin-1-yl]-3-isoquinolyl]-2-(2-furyl)cyclopropanecarboxamide